(R)-2-((S)-1-((2S,5S,E)-2-benzyl-5-((tert-butoxycarbonyl)amino)-7-methyloct-3-enoyl)pyrrolidine-2-carboxamido)-3-methylbutanoic acid C(C1=CC=CC=C1)[C@H](C(=O)N1[C@@H](CCC1)C(=O)N[C@@H](C(=O)O)C(C)C)\C=C\[C@H](CC(C)C)NC(=O)OC(C)(C)C